N,N-bis(trimethylsilyl)aminoethyl-methyldiethoxysilane C[Si](N([Si](C)(C)C)CC[Si](OCC)(OCC)C)(C)C